FC(COCC=C)(C(F)F)F allyl 2,2,3,3-tetrafluoropropyl ether